BrC=1C(=C(C=C(C1)F)N1CCCC1)F (3-bromo-2,5-difluorophenyl)pyrrolidine